3-oxo-3-(6-(trifluoromethyl)pyridin-3-yl)propanenitrile O=C(CC#N)C=1C=NC(=CC1)C(F)(F)F